N1(CCNCC1)CCN1CCN(CC1)C(=O)OCC1=CC=CC=C1 benzyl 4-(2-piperazin-1-ylethyl)piperazine-1-carboxylate